tert-butyl (R)-3-((S)-1-((S)-4-benzyl-2-oxooxazolidin-3-yl)-3-(7-bromobenzofuran-5-yl)-1-oxopropan-2-yl)pyrrolidine-1-carboxylate C(C1=CC=CC=C1)[C@@H]1N(C(OC1)=O)C([C@@H](CC=1C=C(C2=C(C=CO2)C1)Br)[C@@H]1CN(CC1)C(=O)OC(C)(C)C)=O